2-(6-fluoro-[1,1'-biphenyl]-2-yl)naphthalene FC1=CC=CC(=C1C1=CC=CC=C1)C1=CC2=CC=CC=C2C=C1